2-(benzyloxy)acetic acid C(C1=CC=CC=C1)OCC(=O)O